IC=1C=C2C(=NC=NC2=CC1)NC(CO)C1=CC=CC=C1 2-[(6-iodoquinazolin-4-yl)amino]-2-phenyl-ethanol